CC(=CC=CC(CC)=O)CCCC(CCCC(C)C)C 7,11,15-trimethylhexadeca-4,6-dien-3-one